5-[3-(6-Bromo-8-chloro-chroman-4-ylamino)-propylamino]-4H-thieno[3,2-b]pyridin-7-one BrC=1C=C2C(CCOC2=C(C1)Cl)NCCCNC1=CC(C2=C(N1)C=CS2)=O